ethyl 3-amino-6-(3-methylimidazo[4,5-c]pyridin-7-yl)-5-(trifluoromethyl)pyrazine-2-carboxylate NC=1C(=NC(=C(N1)C(F)(F)F)C=1C2=C(C=NC1)N(C=N2)C)C(=O)OCC